tert-butyl (R)-3-(3-(4-fluoro-3-(trifluoromethyl)phenyl)-1,2,4-oxadiazol-5-yl)piperidine-1-carboxylate FC1=C(C=C(C=C1)C1=NOC(=N1)[C@H]1CN(CCC1)C(=O)OC(C)(C)C)C(F)(F)F